2,2'-(methylimino)bis[ethanol] CN(CCO)CCO